N'-((3,3-dimethyl-1,2,3,5,6,7-hexahydrodicyclopenta[b,e]pyridin-8-yl)carbamoyl)-1-ethyl-1H-pyrazole-3-sulfonimidamide CC1(CCC=2C1=NC1=C(C2NC(=O)N=S(=O)(N)C2=NN(C=C2)CC)CCC1)C